The molecule is a polyunsaturated fatty acyl-CoA(4-) arising from deprotonation of the phosphate and diphosphate functions of 14,15-epoxy-(5Z,8Z,11Z)-icosatrienoyl-CoA; major species at pH 7.3. It is a long-chain fatty acyl-CoA(4-) and a polyunsaturated fatty acyl-CoA(4-). It is a conjugate base of a 14,15-epoxy-(5Z,8Z,11Z)-icosatrienoyl-CoA. CCCCCC1C(O1)C/C=C\\C/C=C\\C/C=C\\CCCC(=O)SCCNC(=O)CCNC(=O)[C@@H](C(C)(C)COP(=O)([O-])OP(=O)([O-])OC[C@@H]2[C@H]([C@H]([C@@H](O2)N3C=NC4=C(N=CN=C43)N)O)OP(=O)([O-])[O-])O